C(C=C)(=O)N1C[C@@H](C[C@@H]1C)N1C(=CC2=C1N(CN=C2N)[C@H](C)C2=CC=CC=C2)C#CC2CC2 7-((3R,5S)-1-acryloyl-5-methylpyrrolidin-3-yl)-4-amino-6-(cyclopropylethynyl)-N-((R)-1-phenylethyl)-7H-pyrrolo[2,3-d]pyrimidine